ClC1=C(C(=CC=C1)C)NC(=O)C=1SC(=CN1)NC1=NC(=NC(=C1)N1CCN(CC1)CCO)C N-(2-chloro-6-methylphenyl)-5-((6-(4-(2-hydroxyethyl)piperazin-1-yl)-2-methylpyrimidin-4-yl)amino)thiazole-2-carboxamide